(S)-N-(8-fluoro-2-methylimidazo[1,2-a]pyridin-6-yl)-5-(3-(((3,3,3-trifluoropropyl)amino)methyl)pyrrolidin-1-yl)pyrazine-2-carboxamide FC=1C=2N(C=C(C1)NC(=O)C1=NC=C(N=C1)N1C[C@@H](CC1)CNCCC(F)(F)F)C=C(N2)C